3-[4-(1-naphthyl)-phenyl]-9-phenyl-9H-carbazol C1(=CC=CC2=CC=CC=C12)C1=CC=C(C=C1)C=1C=CC=2N(C3=CC=CC=C3C2C1)C1=CC=CC=C1